2-[(3R)-3-methylmorpholin-4-yl]-4-{1-[2-(tetrahydro-2H-pyran-2-yloxy)ethyl]-1H-pyrazol-3-yl}-8-[1-(tetrahydro-2H-pyran-2-yl)-1H-pyrazol-5-yl]-1,7-naphthyridine C[C@H]1N(CCOC1)C1=NC2=C(N=CC=C2C(=C1)C1=NN(C=C1)CCOC1OCCCC1)C1=CC=NN1C1OCCCC1